O1CCOC12CCC(CC2)N2N=C(C(=C2)C(=O)O)OCCCOCC 1-{1,4-dioxaspiro[4.5]dec-8-yl}-3-(3-ethoxypropoxy)-1H-pyrazole-4-carboxylic acid